5-chloro-N-((1s,2r)-2-(6-fluoro-2,3-dimethylphenyl)-1-(5-oxo-4,5-dihydro-1,3,4-oxadiazol-2-yl)propyl)-6-(pyrrolidine-1-carbonyl)pyridine-2-sulfonamide ClC=1C=CC(=NC1C(=O)N1CCCC1)S(=O)(=O)N[C@@H]([C@H](C)C1=C(C(=CC=C1F)C)C)C=1OC(NN1)=O